6-methyl-4',5'-diphenylspiro[bicyclo[4.1.0]heptane-2,2'-[1,3]dioxolane] CC12CCCC3(OC(C(O3)C3=CC=CC=C3)C3=CC=CC=C3)C2C1